OC1CN(C1)C(=O)OC1CCC(CC1)C(N(CC12CCC(CC1)(CC2)C2=CC(=C(C=C2)OC)C)C2=C(C=CC(=C2)C=2C=NN(C2)C(C)C)F)=O 4-((2-Fluoro-5-(1-isopropyl-1H-pyrazol-4-yl)phenyl)((4-(4-methoxy-3-methylphenyl)bicyclo[2.2.2]octan-1-yl)methyl)carbamoyl)cyclohexyl trans-3-hydroxyazetidine-1-carboxylate